2-[rac-(2R,5S)-5-methyl-2-(2-methylindazol-6-yl)-1-piperidyl]-2-oxo-N-(1-tetrahydropyran-2-ylpyrazolo[4,3-c]pyridin-7-yl)acetamide C[C@H]1CC[C@@H](N(C1)C(C(=O)NC=1C2=C(C=NC1)C=NN2C2OCCCC2)=O)C=2C=CC1=CN(N=C1C2)C |r|